4-fluorophenyl (3'R)-5',5'-difluoro-2-oxo[1,3'-bipiperidine]-1'-carboxylate FC1(C[C@H](CN(C1)C(=O)OC1=CC=C(C=C1)F)N1C(CCCC1)=O)F